(trans)-2-(4-(6-(2-Chloro-3-fluorophenyl)-5-(methoxycarbonyl)-2-(thiazol-2-yl)-3,6-dihydropyrimidin-4-yl)cyclohexyl)oxazole-4-carboxylic acid ClC1=C(C=CC=C1F)C1C(=C(NC(=N1)C=1SC=CN1)[C@@H]1CC[C@H](CC1)C=1OC=C(N1)C(=O)O)C(=O)OC